C(#N)C=1C=CC(=C(C1)NS(=O)(=O)C=1C=C(C(=O)O)C=CC1CC)N1C[C@H](CCC1)O (S)-3-(N-(5-cyano-2-(3-hydroxypiperidin-1-yl)phenyl)sulfamoyl)-4-ethylbenzoic acid